C(C)(C)(C)OOC1(CC=C(C=C1)OOC(C)(C)C)C(C)C 1,4-bis-tert-butylperoxycumene